(2S,5R)-N-(2-(4-fluoro-2-(trifluoromethyl)phenyl)propan-2-yl)-5-(hydroxymethyl)morpholine-2-carboxamide trifluoroacetate FC(C(=O)O)(F)F.FC1=CC(=C(C=C1)C(C)(C)NC(=O)[C@@H]1CN[C@@H](CO1)CO)C(F)(F)F